tert-butyl (2R)-2-[[[4-[4-[[1-[(4-fluorophenyl)carbamoyl]cyclopropanecarbonyl]amino]phenoxy]-7-methoxyquinazoline-6-carbonyl]amino]meth-yl]pyrrolidine-1-carboxylate FC1=CC=C(C=C1)NC(=O)C1(CC1)C(=O)NC1=CC=C(OC2=NC=NC3=CC(=C(C=C23)C(=O)NC[C@@H]2N(CCC2)C(=O)OC(C)(C)C)OC)C=C1